S1C=NC(=C1)C(C)=O 1-(thiazol-4-yl)-1-ethanone